1-(Pyrrolidin-1-yl)-2-(4-(4,4,5,5-tetramethyl-1,3,2-dioxaborolan-2-yl)-pyrazol-1-yl)ethan-1-one N1(CCCC1)C(CN1N=CC(=C1)B1OC(C(O1)(C)C)(C)C)=O